quinquethiophene C1=CSC(=C1)C2=C(SC=C2)C3=C(SC=C3)C4=C(SC=C4)C5=CC=CS5